C(C)(C)(C)OC(=O)NCC#CC1=C(C=CC(=C1)F)NC1=C(C(=O)OC)C=C(C=C1)C(F)(F)F methyl 2-((2-(3-((tert-butoxycarbonyl) amino) prop-1-yn-1-yl)-4-fluorophenyl)-amino)-5-(trifluoromethyl)-benzoate